FC1[C@H](NCC1F)C(=O)O 3,4-difluoroproline